[N+](=[N-])=CC(CC1N(CC1)C(=O)O)=O (3-diazo-2-oxopropyl)azetidine-1-carboxylic acid